ethylene glycol monomethyl ether sodium salt [Na].COCCO